4-({5-[(2-amino-3-fluoropyridin-4-yl)methyl]-4-methylpyridin-3-yl}amino)-3-fluorobenzonitrile NC1=NC=CC(=C1F)CC=1C(=C(C=NC1)NC1=C(C=C(C#N)C=C1)F)C